9,11-tetradecadienal C(CCCCCCCC=CC=CCC)=O